C1=CC=CC=2C3=CC=CC=C3NC12 9H-carbazole